CC1=C(C=C(N=N1)C=1C(NC(NC1)=O)=O)[C@@H]1[C@H](C1)C=C 5-(6-methyl-5-((1S,2R)-2-vinylcyclopropyl)pyridazin-3-yl)pyrimidine-2,4(1H,3H)-dione